CC(C(=O)OCC\C=C/CC)CC [(Z)-hex-3-enyl] 2-methylbutanoate